(2E)-3-[4-BROMO-2-(PYRROLIDIN-1-YL)PHENYL]PROP-2-ENOIC ACID BrC1=CC(=C(C=C1)/C=C/C(=O)O)N1CCCC1